2-(5-butylpyridin-2-yl)-4,6-dimethylpyrimidine-5-carboxylic acid C(CCC)C=1C=CC(=NC1)C1=NC(=C(C(=N1)C)C(=O)O)C